C(C(C)C)C1=CC=C(C=C1)C(CC)O (4-isobutylphenyl)propanol